F[W](F)(=O)=O difluorotungsten dioxide